C(C)(C)(C)OC(=O)N1CC(N(CC1)C1=NC=C(C(=N1)S(=O)(=O)C)Cl)(C)C.FC(C=1C=C(CNC2CN(C2)C(C=C)=O)C=CC1)(F)F 1-(3-((3-(trifluoromethyl)benzyl)amino)azetidin-1-yl)prop-2-en-1-one tert-butyl-4-(5-chloro-4-(methylsulfonyl)pyrimidin-2-yl)-3,3-dimethylpiperazine-1-carboxylate